N-(2-(4-(4-cyclobutylpiperazine-1-yl)piperidine-1-yl)-5-((6-((S)-3-(2,3-dichlorobenzyl)isoxazolidine-2-yl)pyrimidine-4-yl)amino)-4-methoxyphenyl)acrylamide C1(CCC1)N1CCN(CC1)C1CCN(CC1)C1=C(C=C(C(=C1)OC)NC1=NC=NC(=C1)N1OCC[C@@H]1CC1=C(C(=CC=C1)Cl)Cl)NC(C=C)=O